2-(benzo[d][1,3]dioxan-5-yl)-N-(1-(3,5-difluorophenyl)ethyl)acetamide O1COCC2=C1C=CC=C2CC(=O)NC(C)C2=CC(=CC(=C2)F)F